2-((3-(2-(3-isopropyl-6-(trifluoromethyl)benzo[b]thiophen-2-yl)ethyl)-5-methylbenzo[d]isoxazol-6-yl)oxy)ethan-1-ol C(C)(C)C=1C2=C(SC1CCC1=NOC3=C1C=C(C(=C3)OCCO)C)C=C(C=C2)C(F)(F)F